N-(3-(methylsulfonamido)phenyl)-4-(thiazol-2-yloxy)benzamide CS(=O)(=O)NC=1C=C(C=CC1)NC(C1=CC=C(C=C1)OC=1SC=CN1)=O